Cl.FC1=C(OC2CNC2)C=C(C=C1F)F 3-(2,3,5-trifluorophenoxy)azetidine hydrochloride